O(C1=CC=CC=C1)C1=CC=C(C=C1)N1C2=C(OCC1)C=NC(=N2)C(=O)O 8-(4-phenoxyphenyl)-7,8-dihydro-6H-pyrimido[5,4-b][1,4]oxazine-2-carboxylic acid